3,3',3'',5,5',5''-hexa-tert-butyl-α,α',α''-(mesitylene-2,4,6-triyl)tri-p-cresol Dimethyl-4-bromoquinoline-6,7-dicarboxylate CC=1C(=NC2=CC(=C(C=C2C1Br)C(=O)O)C(=O)O)C.C(C)(C)(C)C1=CC(=CC(=C1CC1=C(C(=C(C(=C1C)CC=1C(=CC(=CC1C(C)(C)C)O)C(C)(C)C)C)CC=1C(=CC(=CC1C(C)(C)C)O)C(C)(C)C)C)C(C)(C)C)O